lead copper-zinc [Zn].[Cu].[Pb]